2-(4-hydroxy-1-methylpiperidin-4-yl)-1-(piperidin-1-yl)ethan-1-one OC1(CCN(CC1)C)CC(=O)N1CCCCC1